C(CCCCCCCCCCCCCC)C1=C(C(O)=CC=C1)O 3-pentadecylcatechol